di(oxetan-3-yl)methylmethylmethoxysilane O1CC(C1)C(C1COC1)[SiH](OC)C